5-((2-chlorophenyl)amino)-3-mercaptoisothiazole ClC1=C(C=CC=C1)NC1=CC(=NS1)S